3-((1H-pyrrolo[2,3-b]pyridin-5-yl)oxy)-4'-(2-(2-cyclopropylphenyl)piperidin-1-yl)-N-((3-nitro-4-(((tetrahydro-2H-pyran-4-yl)methyl)amino)phenyl)sulfonyl)-[1,1'-biphenyl]-4-carboxamide N1C=CC=2C1=NC=C(C2)OC=2C=C(C=CC2C(=O)NS(=O)(=O)C2=CC(=C(C=C2)NCC2CCOCC2)[N+](=O)[O-])C2=CC=C(C=C2)N2C(CCCC2)C2=C(C=CC=C2)C2CC2